CN1CCN(CC1)C(=O)NC2=CC=C(C=C2)Cl N-(4-chlorophenyl)-4-methylpiperazine-1-carboxamide